C(C)(C)(C)C=1C=C(C=C(C1)C1=CC=C(C=C1)O)O 5-(tert-butyl)-[1,1'-biphenyl]-3,4'-diol